C1(CC1)C(=O)NC1=NN2C(C=C(C=C2)C2=C(C=NN2C)OC[C@@H]2CN(C[C@H]2OC)C(=O)OC(C)(C)C)=C1 (3S,4S)-tert-butyl 3-(((5-(2-(cyclopropanecarboxamido)pyrazolo[1,5-a]pyridin-5-yl)-1-methyl-1H-pyrazol-4-yl)oxy)methyl)-4-methoxypyrrolidine-1-carboxylate